C(C)C(C(C(=O)O)(O)CC)(O)C(=O)O (2R,3S)-diethyl-tartaric acid